Cl.FC(C1=CC=2OCC[C@@H]3N(C2N=C1)CCNC3)(F)F (S)-3-(trifluoromethyl)-7,7a,8,9,10,11-hexahydro-6H-pyrazino[1,2-d]pyridino[3,2-b][1,4]oxazepine hydrochloride